3-cyclopropyl-2-[(3-cyclopropylbenzotriazol-5-yl)methyl]-3-oxo-propanal C1(CC1)C(C(C=O)CC1=CC2=C(N=NN2C2CC2)C=C1)=O